CC1(CCC2CC=CC(C2(C1)C(C)O)C)C 1-(3,3,5-Trimethyl-1,3,4,5,8,8a-hexahydronaphthalen-4a(2H)-yl)ethan-1-ol